[Br-].CN(C1=CC=C(C=C1)/C=C/C=C/C1=CC=[N+](C=C1)C(C)F)C 4-((1E,3E)-4-(4-(dimethylamino)phenyl)butan-1,3-dien-1-yl)-1-fluoroethylpyridin-1-ium bromide